6-(5,6-DIHYDRO-8H-IMIDAZO[2,1-C][1,4]OXAZIN-3-YL)-N-(6-METHOXY-1-METHYL-1H-INDAZOL-7-YL)PYRIDINE N=1C=C(N2C1COCC2)C2=CC=CCN2C=2C(=CC=C1C=NN(C21)C)OC